2-(4-(8-methoxy-4-oxo-2-(trifluoromethyl)-4H-pyrido[1,2-a]pyrimidin-3-yl)phenoxy)-2-methylpropanenitrile COC1=CC=2N(C(C(=C(N2)C(F)(F)F)C2=CC=C(OC(C#N)(C)C)C=C2)=O)C=C1